(S)-2-benzyloxycarbonylamino-3-(1H-indol-3-yl)-propionic acid 1-methyl-piperidin-4-yl ester CN1CCC(CC1)OC([C@H](CC1=CNC2=CC=CC=C12)NC(=O)OCC1=CC=CC=C1)=O